NCCN(CCCN(CCN)CCN)CCN N1,N1,N3,N3-tetrakis(2-aminoethyl)propane-1,3-diamine